tert-butyl 3-(piperidin-4-ylmethyl)azetidine-1-carboxylate N1CCC(CC1)CC1CN(C1)C(=O)OC(C)(C)C